2-methyl-1-((7-nitro-2-phenyl-1H-indol-5-yl)methoxy)propan-2-ol CC(COCC=1C=C2C=C(NC2=C(C1)[N+](=O)[O-])C1=CC=CC=C1)(C)O